ClC=1C(N(N=CC1)C(C)C)=O chloro-2-isopropylpyridazin-3-one